(2R)-2-[[(3aR,6aR)-3,3a,4,5,6,6a-hexahydro-1H-cyclopenta[c]furan-5-yl]oxy]-2-(2-methoxyphenyl)ethanol C1OC[C@H]2[C@H]1CC(C2)O[C@@H](CO)C2=C(C=CC=C2)OC